(+-)-N-cyclopropyl-2-((methylsulfinyl)methyl)-4-nitroaniline C1(CC1)NC1=C(C=C(C=C1)[N+](=O)[O-])C[S@](=O)C |r|